C=CN1CCCC1=O VinylPyrrolidon